O1CCCC12C(CCC2)N2N=CC(=C2)C=2C(=C(C=CC2)NC2=CC(=NC=C2C(=O)N)NC(=O)C2CC2)OC 4-((3-(1-(1-oxaspiro[4.4]nonan-6-yl)-1H-pyrazol-4-yl)-2-methoxyphenyl)amino)-6-(cyclopropanecarboxamido)nicotinamide